5-((4-(1H-imidazol-1-yl)benzyl)oxy)-3-chloropyridazine N1(C=NC=C1)C1=CC=C(COC=2C=C(N=NC2)Cl)C=C1